ClC=1C(=NC(=NC1)N1CC(C(CC1)(F)F)C)NC1=CC2=C(N(C(N2CCC(C)(C)O)=O)C)C=C1 5-((5-chloro-2-(4,4-difluoro-3-methylpiperidin-1-yl)pyrimidin-4-yl)amino)-3-(3-hydroxy-3-methylbutyl)-1-methyl-1,3-dihydro-2H-benzo[d]imidazol-2-one